methyl 4-[[2-[4-[6-[(4-cyano-2-fluoro-phenyl)methoxy]-2-pyridyl]-3-methyl-phenyl]acetyl]amino]-3-[[(2S)-oxetan-2-ylmethyl]amino]benzoate C(#N)C1=CC(=C(C=C1)COC1=CC=CC(=N1)C1=C(C=C(C=C1)CC(=O)NC1=C(C=C(C(=O)OC)C=C1)NC[C@H]1OCC1)C)F